3-(2-(3-methoxyazetidin-1-yl)ethyl)-4,5-dimethyl-6-oxopyridazine COC1CN(C1)CCC1=NNC(C(=C1C)C)=O